CO[C@@H](C(=O)O)C (2R)-2-methoxypropanoic acid